OC[C@@H]1N(C[C@@H]([C@H]([C@@H]1O)O)O)CC1CCC(CC1)C(F)(F)F (2S,3R,4R,5S)-2-(hydroxymethyl)-1-(((1s,4S)-4-(trifluoromethyl)cyclohexyl)methyl)piperidine-3,4,5-triol